1-pentyl-2,3,4,5-tetramethyltriazole C(CCCC)N1N(N(C(=C1C)C)C)C